methyl (E)-3-((5-(4-aminophenyl)-3,3-dibutyl-7-(methylthio)-1,1-dioxido-2,3,4,5-tetrahydro-1,5-benzothiazepin-8-yl)oxy)acrylate NC1=CC=C(C=C1)N1CC(CS(C2=C1C=C(C(=C2)O/C=C/C(=O)OC)SC)(=O)=O)(CCCC)CCCC